4-{[(4-hydroxybenzyl)thio]methyl}-2-methoxyphenol OC1=CC=C(CSCC2=CC(=C(C=C2)O)OC)C=C1